ClC1=NC2=CC=C(C=C2C(=N1)N[C@@H](C[C@@H]1CC[C@@H](CC1)C1=CC=NC2=CC=C(C=C12)F)C)F 2-chloro-6-fluoro-N-((R)-1-((cis)-4-(6-fluoroquinolin-4-yl)cyclohexyl)propan-2-yl)quinazolin-4-amine